CC=1C=C(C=C(C1)C)B(C1=CC(=CC(=C1)C)C)C1=CC(=CC(=C1)C)C tris(3,5-dimethylphenyl)boron